BrC=1C=C2C(N=C/3N(C2=CC1)CC\C3=C/C3=CC(=C(C(=C3)OC)O)OC)=O (E)-7-bromo-3-(4-hydroxy-3,5-dimethoxybenzylidene)-2,3-dihydropyrrolo[1,2-a]quinazolin-5(1H)-one